CC(C)(C)[S@@](=O)\N=C/1\C=2C(NCC1)=C(NN2)C(=O)OCC Ethyl (7E)-7-{[(R)-2-methylpropane-2-sulfinyl]imino}-4,5,6,7-tetrahydro-2H-pyrazolo[4,3-b]pyridine-3-carboxylate